7-(3-(3,4-dimethoxyphenyl)propanoyl)-1-(9H-fluoren-9-yl)-3,11-dioxo-2-oxa-4,7,10-triazatetradecane-14-oic acid COC=1C=C(C=CC1OC)CCC(=O)N(CCNC(OCC1C2=CC=CC=C2C=2C=CC=CC12)=O)CCNC(CCC(=O)O)=O